N-(5-chloro-6-(2H-1,2,3-triazol-2-yl)pyridin-3-yl)-4-methyl-5-(1-oxo-1,2-dihydroisoquinolin-5-yl)thiophene-3-carboxamide ClC=1C=C(C=NC1N1N=CC=N1)NC(=O)C1=CSC(=C1C)C1=C2C=CNC(C2=CC=C1)=O